(S,E)-3-((3-(3-(2-(4-(dimethylamino)-N-methylbut-2-enamido)propanamido)propoxy)phenyl)amino)-6-ethylpyrazine-2-carboxamide CN(C/C=C/C(=O)N(C)[C@H](C(=O)NCCCOC=1C=C(C=CC1)NC=1C(=NC(=CN1)CC)C(=O)N)C)C